ClC1=C(C=CC(=C1)Cl)[C@@H](C)NC1=NC(=NC=C1CO)N1CC(C1)[C@@H]1CN(CCC1)C1CC(C1)(C(=O)O)C 3-[(3R)-3-[1-[4-[[(1R)-1-(2,4-dichlorophenyl)ethyl]amino]-5-(hydroxymethyl)pyrimidin-2-yl]azetidin-3-yl]-1-piperidyl]-1-methyl-cyclobutanecarboxylic acid